FC=1C=2N(C=C(C1)C1CCN(CC1)C1CC3CCC(C1)N3C3COC3)C=C(N2)C2=CC=C(C=C2)S(=O)(=O)C 8-fluoro-2-(4-(methylsulfonyl)phenyl)-6-(1-(8-(oxetan-3-yl)-8-azabicyclo[3.2.1]octan-3-yl)piperidin-4-yl)imidazo[1,2-a]pyridine